COC1=CC(=CC2=C1N(N=N2)C)OC2=C(C=C(C=C2)NC2=NC=NC1=C2N=C(N=C1)N1CCN(CC1)C(C=C)=O)C 1-(4-(8-((4-((7-methoxy-1-methyl-1H-benzo[d][1,2,3]triazol-5-yl)oxy)-3-methylphenyl)amino)pyrimido[5,4-d]pyrimidin-2-yl)piperazin-1-yl)prop-2-en-1-one